2-(HYDROXYMETHYL)-1H-INDOLE-3-CARBALDEHYDE OCC=1NC2=CC=CC=C2C1C=O